N[C@@H]1C2=CC=CC=C2CC12CCN(CC2)C2=NC=C(C(N2)=O)C#CCC2=C(C(=NC=C2)N)Cl (S)-2-(1-amino-1,3-dihydro-spiro[inden-2,4'-piperidin]-1'-yl)-5-(3-(2-amino-3-chloropyridin-4-yl)prop-1-yn-1-yl)pyrimidin-4(3H)-one